N-phenyl-N'-cyclohexyl-1,4-phenylenediamine C1(=CC=CC=C1)NC1=CC=C(C=C1)NC1CCCCC1